2,4-dinitrophenylhydrazine hydrochloride Cl.[N+](=O)([O-])C1=C(C=CC(=C1)[N+](=O)[O-])NN